Ethyl (E)-2,4-dimethylpent-2-enoate C/C(/C(=O)OCC)=C\C(C)C